CSC1=NC=C(C(=N1)C(=O)O)S(=O)(=O)C1=CC=CC=C1 2-(methylsulfanyl)-5-(phenylsulfonyl)pyrimidine-4-carboxylic acid